C(C1=CC=CC=C1)NCCCCCCCCCCC N-benzyl-undecan-1-amine